1-(tetrahydrofuran-2-ylmethyl)-6-[4-(trifluoromethyl)phenyl]-1H-benzimidazole O1C(CCC1)CN1C=NC2=C1C=C(C=C2)C2=CC=C(C=C2)C(F)(F)F